3-hydroxypropyl (methyl)allyl ether CC=CCOCCCO